(R)-N-(1-(3-(1-ethyl-1H-pyrazol-3-yl)-5-(1-methyl-1H-pyrazol-4-yl)phenyl)ethyl)-2-methyl-5-(4-(oxetan-3-yl)piperazin-1-yl)benzamide C(C)N1N=C(C=C1)C=1C=C(C=C(C1)C=1C=NN(C1)C)[C@@H](C)NC(C1=C(C=CC(=C1)N1CCN(CC1)C1COC1)C)=O